ClC1=NC=C(C(=C1)NC1CCC(CC1)N(C)C)C1=NN(C=C1)C (1s,4s)-N1-(2-Chloro-5-(1-methyl-1H-pyrazol-3-yl)pyridin-4-yl)-N4,N4-dimethylcyclohexane-1,4-diamine